FC=1C=CC2=C(CCC(O2)C(=O)O)C1 6-fluoro-3,4-dihydro-2H-1-benzopyran-2-carboxylic acid